[Sn+].OCCNS(=O)(=O)CCC N-(2-hydroxyethyl)propanesulfonamide Tin (i)